(2E)-7-{(1R,2R,3R)-3-hydroxy-2-[(1E,3S,5S)-3-hydroxy-5-methylnon-1-en-1-yl]-5-oxocyclopentyl}-hept-2-enoic acid O[C@H]1[C@@H]([C@H](C(C1)=O)CCCC/C=C/C(=O)O)\C=C\[C@H](C[C@H](CCCC)C)O